BrC=1C=C(C=2N(C1)C=C(N2)C=O)C(F)(F)F 6-bromo-8-(trifluoromethyl)imidazo[1,2-a]pyridine-2-carbaldehyde